4-(2-methyl-5-(5-(trifluoromethyl)-4-((2-(trimethylsilyl)ethoxy)methyl)-4H-1,2,4-triazol-3-yl)pyridin-3-yl)morpholine CC1=NC=C(C=C1N1CCOCC1)C1=NN=C(N1COCC[Si](C)(C)C)C(F)(F)F